1-(2-chloro-4-hydroxyphenyl-3,5-d2)-3-Cyclopropylurea ClC1=C(C=C(C(=C1[2H])O)[2H])NC(=O)NC1CC1